CN(C)CC1(CCN(CC1)C1=NC(=CC(=N1)OC1=CC(=CC=C1)F)C(F)(F)F)O 4-[(dimethylamino)methyl]-1-[4-(3-fluorophenoxy)-6-(trifluoromethyl)pyrimidin-2-yl]piperidin-4-ol